1,2-bis(4-hydroxyphenyl)ethanone OC1=CC=C(C=C1)C(CC1=CC=C(C=C1)O)=O